N-(5-(6-ethoxypyrazin-2-yl)pyridin-2-yl)2-fluorobutanamide C(C)OC1=CN=CC(=N1)C=1C=CC(=NC1)NC(C(CC)F)=O